C(C)(C)(C)OC(=O)NCC1=CC(=C(C(=C1)C)NC(=O)C1=CC2=C(OCCC3=C2SC=C3)C=C1C=1C(=NC(=CC1)C(N[C@H]1COCC1)=O)C(=O)OC)C methyl (R)-3-(9-((4-(((tert-butoxycarbonyl)amino)methyl)-2,6-dimethylphenyl)carbamoyl)-4,5-dihydrobenzo[b]thieno[2,3-d]oxepin-8-yl)-6-((tetrahydrofuran-3-yl)carbamoyl)picolinate